NC=1C=C(C=NC1)C1=NC(=NO1)C=1C=CC2=C(C(CC(O2)(CC)CC)=O)C1 6-[5-(5-aminopyridin-3-yl)-1,2,4-oxadiazol-3-yl]-2,2-diethyl-3,4-dihydro-2H-1-benzopyran-4-one